COC1=CC=2N=CN=C(C2N=C1O[C@H](C)C=1N=NN(C1)C)C=1C(=NN(C1)C)C1=CC=CC=C1 (R)-7-methoxy-6-(1-(1-methyl-1H-1,2,3-triazol-4-yl)ethoxy)-4-(1-methyl-3-phenyl-1H-pyrazol-4-yl)pyrido[3,2-d]pyrimidine